(2R)-3-(4-bromophenyl)propane-1,2-diol BrC1=CC=C(C=C1)C[C@H](CO)O